(S)-3-((4-ethyl-2-methyl-3-oxo-1-oxa-4,9-diazaspiro[5.5]undecan-9-yl)methyl)benzonitrile C(C)N1C([C@@H](OC2(C1)CCN(CC2)CC=2C=C(C#N)C=CC2)C)=O